C(=O)(OC(C)(C)C)C12CC(C1)(C2)C(=O)O 3-(Boc)bicyclo[1.1.1]pentane-1-carboxylic acid